4-(9-methyl-8-(pyridin-4-yl)-2-(3-(trifluoromethyl)-1H-pyrazol-1-yl)-9H-purin-6-yl)morpholine CN1C2=NC(=NC(=C2N=C1C1=CC=NC=C1)N1CCOCC1)N1N=C(C=C1)C(F)(F)F